(3-chloro-5-(((4-(2-((6-(pyridazin-4-yl)-1H-indazol-4-yl)amino)ethoxy)butyl)amino)methyl)phenyl)methanol ClC=1C=C(C=C(C1)CNCCCCOCCNC1=C2C=NNC2=CC(=C1)C1=CN=NC=C1)CO